CCC(C)CCCC(C)(C)O TetrahydroMyrcenol